BrC=1C=C2C(NC(C2=CC1)=O)(C)C 5-bromo-2,3-dihydro-3,3-dimethyl-1H-isoindol-1-one